tert-butyl 3-[3-(4,4,5,5-tetramethyl-1,3,2-dioxaborolan-2-yl)phenyl]-2,5-dihydro-1H-pyrrole-1-carboxylate CC1(OB(OC1(C)C)C=1C=C(C=CC1)C=1CN(CC1)C(=O)OC(C)(C)C)C